2-chloro-2,2-difluoro-1-phenylethan-1-one ClC(C(=O)C1=CC=CC=C1)(F)F